NC1=NC(=NC2=CC(=C(C=C12)OC)OC)N(C)CCC#N N-(4-amino-6,7-dimethoxyquinazoline-2-yl)-N-methyl-2-cyanoethylamine